FC=1C=CC(=NC1C)NCC1N(C2CC(C1C)C2)C(=O)C2=NC(=CC=C2N2N=CC=N2)C 5-Fluoro-6-methyl-N-({4-methyl-2-[6-methyl-3-(2H-1,2,3-triazol-2-yl)pyridin-2-carbonyl]-2-azabicyclo[3.1.1]heptan-3-yl}methyl)pyridin-2-amin